2-butyl-4-chloro-1-((5'-(4-methoxypyridin-2-yl)-2'-(2H-tetrazol-5-yl)-[1,1'-biphenyl]-4-yl)methyl)-1H-imidazole-5-carboxylic Acid C(CCC)C=1N(C(=C(N1)Cl)C(=O)O)CC1=CC=C(C=C1)C1=C(C=CC(=C1)C1=NC=CC(=C1)OC)C=1N=NNN1